cyclopentyl-(2-(pyrrolidin-1-yl)-4,5-dihydro-1H-imidazol-1-yl)methanone C1(CCCC1)C(=O)N1C(=NCC1)N1CCCC1